C(C)[C@H]1CCN(C2=C(C=C(C=C12)F)F)C1=C2C[C@H]([C@H](C2=C(C=C1)S(=O)(=O)C(F)(F)F)O)F (1S,2R)-4-[(S)-4-ethyl-6,8-difluoro-1,2,3,4-tetrahydroquinolin-1-yl]-2-fluoro-7-(trifluoromethylsulfonyl)-1-indanol